1-phenyl-2-chlorobutane C1(=CC=CC=C1)CC(CC)Cl